C(CCCCCCCC)(=O)OCC(COC(CCCCCCCC)=O)CC(=O)OC[C@@H]1CC[C@H](N1C(=O)OCCN(C)C)COC(CC(COC(CCCCCCCC)=O)COC(CCCCCCCC)=O)=O (((((2S,5S)-1-((2-(dimethylamino)ethoxy)carbonyl)pyrrolidine-2,5-diyl)bis(methylene))bis(oxy))bis(2-oxoethane-2,1-diyl))bis(propane-2,1,3-triyl) tetranonanoate